O[C@H](C(=O)OCC(C)N(C)C)CC(=O)OCCCCCOC(C(CCCCCCCC)CCCCCC)=O 1-(2-(dimethylamino)propyl) 4-(5-((2-hexyldecanoyl)oxy)pentyl) (2S)-2-hydroxysuccinate